tert-butyl (2-(chloromethyl)-4,5-difluorobenzyl)carbamate ClCC1=C(CNC(OC(C)(C)C)=O)C=C(C(=C1)F)F